tert-butyl 2-(3'-(3-(3-oxa-9-azaspiro[5.5]undec-9-yl) propoxy)-2,2'-dimethyl-[1,1'-biphenyl]-3-yl)-6,7-dihydrothiazolo[5,4-c]pyridine-5(4H)-carboxylate C1COCCC12CCN(CC2)CCCOC=2C(=C(C=CC2)C2=C(C(=CC=C2)C=2SC=1CN(CCC1N2)C(=O)OC(C)(C)C)C)C